2-Hexyldecyl ((2R)-1-((3-((2-hexyldecyl)oxy)-3-oxopropyl)amino)-3,3-dimethyl-4-((3-morpholinopropanoyl)oxy)-1-oxobutan-2-yl) glutarate C(CCCC(=O)O[C@@H](C(=O)NCCC(=O)OCC(CCCCCCCC)CCCCCC)C(COC(CCN1CCOCC1)=O)(C)C)(=O)OCC(CCCCCCCC)CCCCCC